2-{3-[(4-methanesulfonyl-2-methoxyphenyl)amino]prop-1-yn-1-yl}-N-[(1R,4R)-4-{1-oxa-7-azaspiro[3.5]nonan-7-yl}cyclohexyl]-1-(2,2,2-trifluoroethyl)-1H-indol-4-amine CS(=O)(=O)C1=CC(=C(C=C1)NCC#CC=1N(C=2C=CC=C(C2C1)NC1CCC(CC1)N1CCC2(CCO2)CC1)CC(F)(F)F)OC